BrC1=NN(C2=CC(=C(C=C12)C(F)F)Cl)C1OCCCC1 Bromo-6-chloro-5-(difluoromethyl)-1-(tetrahydro-2H-pyran-2-yl)-1H-indazole